1-(6-cyclopropylpyridin-2-yl)piperidine-4-carboxylic acid C1(CC1)C1=CC=CC(=N1)N1CCC(CC1)C(=O)O